(R)-2-(1-(5-(3,6-dihydro-2H-pyran-4-yl)pyridin-3-yl)cyclopropyl)-6-(2-hydroxy-2-(3-(trifluoromethyl)phenyl)acetyl)-5,6,7,8-tetrahydropyrido[4,3-d]pyrimidin-4(3H)-one O1CCC(=CC1)C=1C=C(C=NC1)C1(CC1)C=1NC(C2=C(N1)CCN(C2)C([C@@H](C2=CC(=CC=C2)C(F)(F)F)O)=O)=O